tert-butyl (3S)-3-[[4-[6-cyano-5-fluoro-1-(2-trimethylsilylethoxy methyl) indol-3-yl]-5-(trifluoromethyl)pyrimidin-2-yl]amino]piperidine-1-carboxylate C(#N)C1=C(C=C2C(=CN(C2=C1)COCC[Si](C)(C)C)C1=NC(=NC=C1C(F)(F)F)N[C@@H]1CN(CCC1)C(=O)OC(C)(C)C)F